diethyl-phosphonium acetate C(C)(=O)[O-].C(C)[PH2+]CC